5-(4,4,5,5-tetramethyl-1,3,2-dioxaborolan-2-yl)pyridine-3-sulfonamide CC1(OB(OC1(C)C)C=1C=C(C=NC1)S(=O)(=O)N)C